6-[5-(difluoromethyl)-1,3,4-oxadiazol-2-yl]-2-[(1R*,2S*)-2-(3-fluorophenyl)-2-hydroxy-1-(pyrimidin-2-yl)ethyl]-2,3-dihydro-1H-isoindol-1-one FC(C1=NN=C(O1)C1=CC=C2CN(C(C2=C1)=O)[C@@H]([C@@H](O)C1=CC(=CC=C1)F)C1=NC=CC=N1)F |o1:17,18|